1-[(2R,3S)-6-fluoro-2-methyl-2,3-dihydrofuro[3,2-b]pyridin-3-yl]methylamine FC=1C=C2C(=NC1)[C@@H]([C@H](O2)C)CN